1-(3-((4-([1,1'-biphenyl]-3-yl)-5-chloropyrimidin-2-yl)amino)piperidin-1-yl)ethan-1-one C1(=CC(=CC=C1)C1=NC(=NC=C1Cl)NC1CN(CCC1)C(C)=O)C1=CC=CC=C1